C(C=C)(=O)OC(C)CC sec.-butyl acrylate